ClC=1C2=CN(N=C2C(=C(C1)C1=CC=C(C=C1)N1CCOCC1)C(F)F)[C@@H](C(=O)NC=1SC=CN1)C1=C2N(C=N1)C[C@@H](C2)F |&1:25| rac-2-(4-Chloro-7-(difluoromethyl)-6-(4-morpholinophenyl)-2H-indazol-2-yl)((R)-6-fluoro-6,7-dihydro-5H-pyrrolo[1,2-c]imidazol-1-yl)-N-(thiazol-2-yl)acetamide